4-((S)-4-Acryloyl-2-methylpiperazin-1-yl)-7-(1,4-dimethyl-1H-imidazol-5-yl)-6-fluoro-1-(2-Isopropyl-6-(methylsulfonyl)phenyl)pyrido[2,3-d]pyrimidin-2(1H)-one C(C=C)(=O)N1C[C@@H](N(CC1)C=1C2=C(N(C(N1)=O)C1=C(C=CC=C1S(=O)(=O)C)C(C)C)N=C(C(=C2)F)C2=C(N=CN2C)C)C